1-(2-aminothiazol-5-yl)pyridin-2(1H)-one NC=1SC(=CN1)N1C(C=CC=C1)=O